C(C)(=O)C1=CN(C2=CC=C(C=C12)C(=O)NCC1=NC=CC=C1)CC(=O)N(C1CC1)CC(=O)NCC1=C(C(=CC=C1)Cl)F 3-acetyl-1-(2-((2-((3-chloro-2-fluorophenylmethyl)amino)-2-oxoethyl)(cyclopropyl)amino)-2-oxoethyl)-N-(pyridin-2-ylmethyl)-1H-indole-5-carboxamide